(3S,4S)-4-Fluoro-N-isopropylpyrrolidin-3-amine F[C@@H]1[C@H](CNC1)NC(C)C